C(CCCCC)C=1C=C(C=C(C1)CCCCCC)Br 3,5-dihexyl-bromobenzene